OC1CN(C2(CCC2)C1)C(=O)OC(C)(C)C tert-butyl 7-hydroxy-5-azaspiro[3.4]octane-5-carboxylate